hexane-1,6-diol bis(2-methylacrylate) CC(C(=O)OCCCCCCOC(C(=C)C)=O)=C